N-[(5-chloropyridin-2-yl)methyl]-acetamid ClC=1C=CC(=NC1)CNC(C)=O